fluoro-2-(3-(1-((1-(2-hydroxyethyl)-2-oxo-2,3-dihydro-1H-benzo[d]imidazol-5-yl)methyl)piperidin-3-yl)-1H-pyrrolo[2,3-c]pyridin-1-yl)-N,N-diisopropylbenzamide FC=1C(=C(C(=O)N(C(C)C)C(C)C)C=CC1)N1C=C(C=2C1=CN=CC2)C2CN(CCC2)CC2=CC1=C(N(C(N1)=O)CCO)C=C2